Methyl 2-([5-(3-cyclopropoxyphenyl)-1-(1-[[2-(trimethylsilyl)ethoxy]methyl]-1H-indazol-7-yl)-1H-pyrazol-3-yl]-methoxy)-2-methylpropanoate C1(CC1)OC=1C=C(C=CC1)C1=CC(=NN1C=1C=CC=C2C=NN(C12)COCC[Si](C)(C)C)COC(C(=O)OC)(C)C